FC(C(=O)N[C@@H](CC1=CC=CC=C1)C(=O)O)(F)F (2,2,2-trifluoroacetyl)-L-phenylalanine